5-(((R)-1-(1,1-difluoro-2,3-dihydro-1H-inden-4-yl)ethyl)amino)-7-((S)-tetrahydrofuran-3-yl)pyrazolo[1,5-a]pyrido[3,4-e]pyrimidin-8(7H)-one FC1(CCC2=C(C=CC=C12)[C@@H](C)NC1=NC=2N(C=3C1=CN(C(C3)=O)[C@@H]3COCC3)N=CC2)F